[4-Fluoro-2-methyl-5-(7-morpholin-4-yl-quinazolin-4-yl)-phenyl]thiazol-2-ylmethanol FC1=CC(=C(C=C1C1=NC=NC2=CC(=CC=C12)N1CCOCC1)C(O)C=1SC=CN1)C